(3S)-3-(((benzyloxy)carbonyl)amino)-4-(((2S)-1-((2-methyl-5-(2-(piperidin-3-yl)ethoxy)benzyl)amino)-1-oxo-4-phenylbutan-2-yl)amino)-4-oxobutanoic acid C(C1=CC=CC=C1)OC(=O)N[C@@H](CC(=O)O)C(=O)N[C@H](C(=O)NCC1=C(C=CC(=C1)OCCC1CNCCC1)C)CCC1=CC=CC=C1